[Pd].C(CCC)P(C12CC3CC(CC(C1)C3)C2)C23CC1CC(CC(C2)C1)C3.C(CCC)P(C31CC2CC(CC(C3)C2)C1)C12CC3CC(CC(C1)C3)C2 bis(n-butyldi-1-adamantylphosphine) palladium